FC(OC1=CC=C(CNC2=CC=C(C(=N2)N2CCCC2)NC(CC2=CC(=CC(=C2)F)F)=O)C=C1)F N-[6-(4-Difluoromethoxy-benzylamino)-2-pyrrolidin-1-yl-pyridin-3-yl]-2-(3,5-difluoro-phenyl)-acetamide